C(C1=C(C(=CC=2NN=NC21)O)C2=CC=CC=C2)C2=C(C(=CC=1NN=NC12)O)C1=CC=CC=C1 Methylenebis-(hydroxyphenyl-benzotriazole)